perfluorooctylethylene FC(=C(F)F)C(C(C(C(C(C(C(C(F)(F)F)(F)F)(F)F)(F)F)(F)F)(F)F)(F)F)(F)F